NC([C@H]([C@@H](C)O)NC(=O)C1=C(OC2=C1C=C(C=C2)OCC2=CN=C(O2)C)C)=O N-((2S,3R)-1-amino-3-hydroxy-1-oxobutan-2-yl)-2-methyl-5-((2-methyloxazol-5-yl)methoxy)benzofuran-3-carboxamide